N,N-bis(3-methoxybenzyl)-4-((piperidin-1-ylamino)methyl)thiazol-2-amine COC=1C=C(CN(C=2SC=C(N2)CNN2CCCCC2)CC2=CC(=CC=C2)OC)C=CC1